C1(=CC=CC=C1)NC1=NC=NC(=C1)N1CCCCC1 N-phenyl-6-piperidin-1-ylpyrimidin-4-amine